(R)-1-(4-(6-amino-5-(trifluoromethyl)pyridin-3-yl)-1-(3-(4,4-difluoropiperidin-1-yl)bicyclo[1.1.1]pentan-1-yl)-1H-imidazol-2-yl)-2-methylpropan-1-ol NC1=C(C=C(C=N1)C=1N=C(N(C1)C12CC(C1)(C2)N2CCC(CC2)(F)F)[C@@H](C(C)C)O)C(F)(F)F